2-((2R)-3-((R)-1-(tert-butyldimethylsilyloxy)ethyl)-4-oxoazetidin-2-yl)acetic acid [Si](C)(C)(C(C)(C)C)O[C@H](C)C1[C@H](NC1=O)CC(=O)O